3-chloro-N-[2-(dimethylamino)-ethyl]-4-[5-phenyl-1-[4-(trifluoromethyl)-3-pyridyl]pyrrol-2-yl]benzamide hydrochloride Cl.ClC=1C=C(C(=O)NCCN(C)C)C=CC1C=1N(C(=CC1)C1=CC=CC=C1)C=1C=NC=CC1C(F)(F)F